tert-butyl 4-(4-((4-((3-(2-oxopiperidin-1-yl) propyl) amino)-5-(trifluoromethyl) pyrimidin-2-yl) amino) phenyl)-1,4-diazepane-1-carboxylate O=C1N(CCCC1)CCCNC1=NC(=NC=C1C(F)(F)F)NC1=CC=C(C=C1)N1CCN(CCC1)C(=O)OC(C)(C)C